N(=[N+]=[N-])CCCCCCCCC(=O)NC1=C2C(N(C(C2=CC=C1)=O)C1C(NC(CC1)=O)=O)=O 9-azido-N-(2-(2,6-dioxopiperidin-3-yl)1,3-dioxoisoindolin-4-yl)nonanamide